OCCC=1C(=C(C2=CC=C(C=C2C1)C(=O)O)CCO)C(=O)O bis-(2-hydroxyethyl)naphthalene-2,6-dicarboxylic acid